Cl.NC(C(=O)N1CCN(CC1)C(=O)NC1=NC(N(C=C1)C1=CC=C(C=C1)CCN1CC(CCC1)CN)=O)(C)C 4-(2-Amino-2-methylpropanoyl)-N-(1-(4-(2-(3-(aminomethyl)piperidin-1-yl)ethyl)phenyl)-2-oxo-1,2-dihydropyrimidin-4-yl)piperazine-1-carboxamide hydrochloride salt